(5-phenyl-4,5-dihydro-1H-pyrazol-1-yl)(tetrahydro-2H-pyran-4-yl)methanone C1(=CC=CC=C1)C1CC=NN1C(=O)C1CCOCC1